ClC=1SC2=C(N1)C=CC(=C2)Cl 2,6-dichlorobenzothiazole